N-[2-[3-Hydroxy-2-(5H-imidazo[1,5-b]isoindol-5-yl)-7-azaspiro[3.5]nonan-7-yl]-1-methyl-2-oxo-ethyl]formamid OC1C(CC12CCN(CC2)C(C(C)NC=O)=O)C2N1C(C=3C=CC=CC23)=CN=C1